1-(4-((5-fluoro-4-(3-(3-hydroxyoxetan-3-yl)phenyl)pyrimidin-2-yl)amino)piperidin-1-yl)ethan-1-one FC=1C(=NC(=NC1)NC1CCN(CC1)C(C)=O)C1=CC(=CC=C1)C1(COC1)O